N[C@@H]1C2=CC=CC=C2CC12CCN(CC2)C=2NC(C1=C(N2)NN=C1C1(CC1)C1=CC(=CC=C1)OC)=O (S)-6-(1-amino-1,3-dihydrospiro[indene-2,4'-piperidine]-1'-yl)-3-(1-(3-methoxyphenyl)cyclopropyl)-1,5-dihydro-4H-pyrazolo[3,4-d]pyrimidin-4-one